pyrimido[1,2-a]benzimidazol-2-ol N1=C(C=CN2C1=NC1=C2C=CC=C1)O